C([14C](=O)C)(=O)[O-] [2-14C]-pyruvate